4-(Bis(4-fluorophenyl)methyl)-3-(fluoromethyl)piperazine-1-carboxylic acid tert-butyl ester C(C)(C)(C)OC(=O)N1CC(N(CC1)C(C1=CC=C(C=C1)F)C1=CC=C(C=C1)F)CF